N-Cyclohexylamino-methyltrimethoxysilane C1(CCCCC1)NCO[Si](OC)(OC)C